(2S,3S,4R,5R)-5-(6-(((1H-pyrrol-3-yl)methyl)amino)-2-(5-chloropyridin-3-yl)-9H-purine-9-yl)-3,4-dihydroxy-N-(methyl-d3)-tetrahydrofuran-2-carboxamide N1C=C(C=C1)CNC1=C2N=CN(C2=NC(=N1)C=1C=NC=C(C1)Cl)[C@H]1[C@@H]([C@@H]([C@H](O1)C(=O)NC([2H])([2H])[2H])O)O